C1(=CCCC1)C(C1(COC1)CC)(C1=CCCC1)OC(C1=CCCC1)(C1=CCCC1)C1(COC1)CC dicyclopentenyl(3-ethyl-3-oxetanyl-methyl)ether